C(=O)(OC(C)(C)C)NC1COC1 N-Boc-3-aminooxetane